α,α'-Bis-(4-hydroxy-phenyl)-p-diisopropyl-benzol OC1=CC=C(C=C1)C(C)(C)C1=CC=C(C=C1)C(C)(C)C1=CC=C(C=C1)O